N-((R)-1-(3-amino-5-(trifluoromethyl)phenyl)ethyl)-6-((S)-2,4-dimethylpiperazine-1-yl)pyrido[3,4-d]pyrimidin-4-amine NC=1C=C(C=C(C1)C(F)(F)F)[C@@H](C)NC=1C2=C(N=CN1)C=NC(=C2)N2[C@H](CN(CC2)C)C